[Si](C1=CC=CC=C1)(C1=CC=CC=C1)(C(C)(C)C)O[C@@H]1[C@@H](CN(CC1)C(=O)[O-])F |r| (3R,4S) and (3S,4R)-4-[(tert-butyldiphenylsilyl)oxy]-3-fluoropiperidine-1-carboxylate